FC(C(=O)O)(F)F.C(CCC)NCCCC dibutylamine trifluoroacetate salt